C1(CC1)C1=C(C(=NO1)C1=C(C=NC=C1Cl)Cl)C1=CC2(C1)CCN(CC2)C=2SC1=C(N2)C(=CC(=C1)C(=O)NC)F 2-(2-(5-cyclopropyl-3-(3,5-dichloropyridin-4-yl)isoxazol-4-yl)-7-azaspiro[3.5]non-1-en-7-yl)-4-fluoro-N-methylbenzo[d]thiazole-6-carboxamide